CC1(CC=2N(C=CN1)N=CC2)C 5,5-dimethyl-5,6-dihydro-4H-pyrazolo[1,5-d][1,4]diazepin